(S)-7-((2-chloropyrimidin-4-yl)methyl)-4-(cyclopropylethynyl)-4-(1,1-difluoroethyl)-6-fluoro-1,4-dihydro-2H-benzo[d][1,3]oxazin-2-one ClC1=NC=CC(=N1)CC=1C(=CC2=C(NC(O[C@@]2(C(C)(F)F)C#CC2CC2)=O)C1)F